(Z)-9-Tridecenyl acetate C(C)(=O)OCCCCCCCC\C=C/CCC